FC1=CC=C(C=C1)N1N=C(C2=CC=CC=C2C1=O)C=1C=C(C=CC1)N(S(=O)(=O)CC)C (3-(3-(4-fluorophenyl)-4-oxo-3,4-dihydro-phthalazin-1-yl)phenyl)-N-methylethylsulfonamide